ClC1=C(C(=C(C=C1)C1CCN(CC1)C1CCNCC1)F)F 4-(4-chloro-2,3-difluoro-phenyl)-1-(4-piperidyl)piperidine